FCCCN1CC(C1)CC1=CC=C(C=C1)C1=C(CCCC2=C1C=CC=C2)C2=CC(=C(C(=C2)F)F)F 9-(4-((1-(3-Fluoropropyl)azetidin-3-yl)methyl)phenyl)-8-(3,4,5-trifluorophenyl)-6,7-dihydro-5H-benzo[7]annulen